2-[3-(5-phenyl-1,3,4-thiadiazol-2-yl)piperidin-1-yl]-6-(1,3,4-thiadiazol-2-yl)pyrazine C1(=CC=CC=C1)C1=NN=C(S1)C1CN(CCC1)C1=NC(=CN=C1)C=1SC=NN1